C(C)(C)(C)OC(=O)N1CCC2(CC1)CC=1C=NN(C1C=C2)C(C)C 1-isopropyl-1,4-dihydrospiro[indazole-5,4'-piperidine]-1'-carboxylic acid tert-butyl ester